methylacryloxyethyltriethylammonium bromide [Br-].CC=CC(=O)OCC[N+](CC)(CC)CC